3-((4-(3-methyl-1-(5-(2-methyl-4-(trifluoromethyl)phenyl)-1H-indazol-1-yl)butyl)benzyl)Amino)propionic acid CC(CC(N1N=CC2=CC(=CC=C12)C1=C(C=C(C=C1)C(F)(F)F)C)C1=CC=C(CNCCC(=O)O)C=C1)C